[N-](S(=O)(=O)C(F)(F)F)S(=O)(=O)C(F)(F)F.C(CCC)[N+]1(CCCC1)C butyl-N-methylpyrrolidinium bis(trifluoromethanesulfonyl)imide